(R)-4-(2-chlorophenyl)-N-(4-fluorobut-2-yl)-N-methyl-quinazoline-2-carboxamide ClC1=C(C=CC=C1)C1=NC(=NC2=CC=CC=C12)C(=O)N(C)[C@H](C)CCF